P(=O)([O-])([O-])O.OCC(O)CO.OCC(O)CO.[Na+].[Na+] disodium diglycerol monophosphate